2-((1-(methyl-d3)-3-((tetrahydrofuran-3-yl)oxy)-1H-pyrazol-4-yl)amino)-7H-pyrrolo[2,3-d]pyrimidine-6-carbonitrile C(N1N=C(C(=C1)NC=1N=CC2=C(N1)NC(=C2)C#N)OC2COCC2)([2H])([2H])[2H]